CN1N=CC2=CC(=CC=C12)/C=C/C=1SC2=C(N1)C=CC(=C2)O (E)-2-(2-(1-Methyl-1H-indazol-5-yl)vinyl)benzo[d]thiazol-6-ol